C(CC)S(=O)(=O)NC1CCC=2C(=CC=CC12)C(=O)N (propyl-sulfonamido)-2,3-dihydro-1H-indene-4-carboxamide